α,4-dimethylphenylbutanol CC(CCC)(O)C1=CC=C(C=C1)C